NC\C=C(\CN1C=NC2=C1C=C(C=C2C2=CC(=CC=C2)S(=O)(=O)N2CCCC2)C#N)/F (Z)-1-(4-amino-2-fluorobut-2-en-1-yl)-4-(3-(pyrrolidin-1-ylsulfonyl)phenyl)-1H-benzo[d]imidazole-6-carbonitrile